deoxythymidine-3'-phosphate P(=O)(O)(O)O[C@H]1C[C@@H](O[C@@H]1CO)N1C(=O)NC(=O)C(C)=C1